4-(quinazolin-4-yl)-1-imino-1λ6-thiomorpholin-1-one N1=CN=C(C2=CC=CC=C12)N1CCS(CC1)(=O)=N